BrC=1C=CC=C2C(C(=COC12)F)(C(=O)OCC)C Ethyl 8-bromo-3-fluoro-4-methyl-chromene-4-carboxylate